2-[4-(1-methyl-4-pyridin-4-yl-1H-pyrazol-3-yl)-phenoxymethyl]-quinoline CN1N=C(C(=C1)C1=CC=NC=C1)C1=CC=C(OCC2=NC3=CC=CC=C3C=C2)C=C1